P(=O)(OOC(CCCCCCCCCCCCCCCCC)CC(C)C)([O-])[O-] isobutyloctadecyloxy phosphate